O(P(=O)(NCCC(=O)OCC)Cl)Cl oxy-((S)-(1-ethoxycarbonyl)ethylamino)-phosphoryl chloride